ClC=1C=C2C=CN=C(C2=C(C1)C)N(C(C1=CC(=C(C=C1)C=1SC(=NN1)C)F)=O)[C@H]1CNCCC1 (R)-N-(6-chloro-8-methylisoquinolin-1-yl)-3-fluoro-4-(5-methyl-1,3,4-thiadiazol-2-yl)-N-(piperidin-3-yl)benzamide